C(C)(C)(C)OC(=O)N(C([O-])=O)C=1C=NC(=C(C1)C(F)(F)F)C1=CCCO1 N-tert-butoxycarbonyl-N-[6-(2,3-dihydrofuran-5-yl)-5-(trifluoromethyl)-3-pyridyl]carbamate